2-((4-(((3-(ethyl(methyl)amino)propoxy)carbonyl)oxy)hexadecanoyl)oxy)propane-1,3-diylbis(decanoate) C(C)N(CCCOC(=O)OC(CCC(=O)OC(CCCCCCCCCCC(=O)[O-])CCCCCCCCCCC(=O)[O-])CCCCCCCCCCCC)C